3-bromo-4-(2,6-dimethylphenoxy)aniline BrC=1C=C(N)C=CC1OC1=C(C=CC=C1C)C